4-[[(1R,3S)-3-amino-2,2,3-trimethyl-cyclopentyl]amino]-N'-(2-ethyl-4-hydroxy-phenyl)-6-(1H-pyrazol-5-yl)pyrrolo[1,2-b]pyridazine-3-carboxamidine N[C@@]1(C([C@@H](CC1)NC=1C=2N(N=CC1C(=NC1=C(C=C(C=C1)O)CC)N)C=C(C2)C2=CC=NN2)(C)C)C